ClC1=CC(=NC=2N1N=C(C2)C(=O)[O-])C2=CC=CC=C2 7-chloro-5-phenylpyrazolo[1,5-a]pyrimidine-2-carboxylate